OC[C@@H](CC1=NC(=CC=C1)OC)NC(OC(C)(C)C)=O tertbutyl (R)-(1-hydroxy-3-(6-methoxypyridin-2-yl)propan-2-yl)carbamate